(5-chloro-6-methylpyridin-2-yl)thiourea ClC=1C=CC(=NC1C)NC(=S)N